4-((4-((2-(Dimethylphosphoryl)phenyl)amino)-5-(trifluoromethyl)pyrimidin-2-yl)amino)-2-cyanobenzoic acid methyl ester COC(C1=C(C=C(C=C1)NC1=NC=C(C(=N1)NC1=C(C=CC=C1)P(=O)(C)C)C(F)(F)F)C#N)=O